(1s)-1-[1-(naphthalen-1-yl)cyclopropyl]ethyl N-[(3-acetoxy-4-methoxypyridin-2-yl)carbonyl]-L-alaninate C(C)(=O)OC=1C(=NC=CC1OC)C(=O)N[C@@H](C)C(=O)O[C@@H](C)C1(CC1)C1=CC=CC2=CC=CC=C12